CC(CCO)CC=C(CCC)C 3,6-dimethylnon-5-en-1-ol